FC=1C=CC=C2CN(C(NC12)=O)C1CCN(CC1)C(=O)N 4-(8-fluoro-1,2-dihydro-2-oxoquinazolin-3(4H)-yl)piperidine-1-carboxamide